4-(2-methyl-6,7-dihydropyrazolo[1,5-a]pyrimidin-4(5H)-yl)-4-oxo-N-(5'-(trifluoromethyl)-[3,3'-bipyridin]-6-yl)butanamide CC1=NN2C(N(CCC2)C(CCC(=O)NC2=CC=C(C=N2)C=2C=NC=C(C2)C(F)(F)F)=O)=C1